furano[2,3-c]pyridine-7-carbonitrile O1C=CC=2C1=C(N=CC2)C#N